ClC1=C(C=C(C=C1)C1=NN(C(=N1)CC(=O)NCC1=NC(=CC(=C1)C)C)CC)F 2-[3-(4-chloro-3-fluorophenyl)-1-ethyl-1H-1,2,4-triazol-5-yl]-N-[(4,6-dimethylpyridin-2-yl)methyl]acetamide